C(C)(C)(C)OC(=O)N1C[C@@H]([C@H](C1)C1=CC=CC=C1)C(NC=1C=C(C=CC1)C1=CC=CC=C1)=O (3R,4S)-4-phenyl-3-[(biphenyl-3-yl)carbamoyl]pyrrolidine-1-carboxylic acid tert-butyl ester